1,3-dimethyl-but-1-yl 5-chloro-quinolin-8-oxy-acetate ClC1=C2C=CC=NC2=C(C=C1)OCC(=O)OC(CC(C)C)C